C(C)(C)(C)C1=CN(C=2N=CN=C(C21)N2C[C@H](N(C[C@@H]2C)C(=O)OC(C)(C)C)C)C2=NC=CC(=C2)C#N tert-butyl (2R,5S)-4-(5-(tert-butyl)-7-(4-cyanopyridin-2-yl)-7H-pyrrolo[2,3-d]pyrimidin-4-yl)-2,5-dimethylpiperazine-1-carboxylate